1-n-propoxy-1,1,3,3-tetramethyldisiloxane C(CC)O[Si](O[SiH](C)C)(C)C